ClC1=CC2=C(N=C(N=C2)NC2=C(C=C(C=C2)S(=O)(=O)NCCCN2CCNCC2)C)N(C1=O)C1CCCC1 4-[(6-Chloro-8-cyclopentyl-7-oxo-pyrido[2,3-d]pyrimidin-2-yl)amino]-3-methyl-N-(3-piperazin-1-ylpropyl)benzenesulfonamide